CC=1CCCN1 5-methyl-3,4-dihydro-2H-pyrrole